C(C1=CC=CC=C1)OC1=CC(=C(C=C1)NC1=CC(=C(C=C1)F)C)C#CC(COC)(C)C N-[4-benzyloxy-2-(4-methoxy-3,3-dimethyl-but-1-ynyl)phenyl]-4-fluoro-3-methyl-aniline